C1(CCC1)C1=CC=C(C=C1)N1N=C2C=3[C@@H](NCCC13)CN(CCO2)C(C=C)=O |r| (rac)-1-(2-(4-cyclobutylphenyl)-2,3,4,5,5a,6,8,9-octahydro-7H-10-oxa-1,2,5,7-tetraazacycloocta[cd]inden-7-yl)prop-2-en-1-one